5-(4-amino-7-bromo-1-methylpyrrolo[3,2-c]pyridin-3-yl)-3-chloro-N-(2,2,2-trifluoroethyl)pyridine-2-carboxamide NC1=NC=C(C2=C1C(=CN2C)C=2C=C(C(=NC2)C(=O)NCC(F)(F)F)Cl)Br